NC1=NC2=CC=C(C=C2C=C1C)C(=O)N(CC1=NC=C(C=C1)C(F)(F)F)[C@H](C)C1=NOC=N1 2-amino-3-methyl-N-((1R)-1-(1,2,4-oxadiazol-3-yl)ethyl)-N-((5-(trifluoromethyl)-2-pyridinyl)methyl)-6-quinolinecarboxamide